FC1=C(C=C(C(=C1F)F)F)C1=CC(=C(C=C1F)O)CC(=O)N (2',3',4',5',6-pentafluoro-4-hydroxy-[1,1'-biphenyl]-3-yl)acetamide